OC1(CC1)C1CN(CC1)C(=O)OC(C)(C)C tert-butyl 3-(1-hydroxycyclopropyl)pyrrolidine-1-carboxylate